tert-butyl 7-[5-[[(2R*,4S*)-1-tert-butoxycarbonyl-2-methyl-4-piperidyl]oxy]thiazolo[5,4-d]thiazol-2-yl]-4-(2-methyltetrazol-5-yl)pyrrolo[2,3-c]pyridine-1-carboxylate C(C)(C)(C)OC(=O)N1[C@@H](C[C@H](CC1)OC=1SC2=C(N1)SC(=N2)C=2N=CC(=C1C2N(C=C1)C(=O)OC(C)(C)C)C=1N=NN(N1)C)C |o1:8,10|